NC1=C2C(=NC=N1)N(N=C2C2=CC=C(C=C2)NC(=O)NC2=CC(=CC(=C2)C(F)(F)F)N2C=NC(=C2)C)C2COC2 1-(4-(4-AMINO-1-(OXETAN-3-YL)-1H-PYRAZOLO[3,4-D]PYRIMIDIN-3-YL)PHENYL)-3-(3-(4-METHYL-1H-IMIDAZOL-1-YL)-5-(TRIFLUOROMETHYL)PHENYL)UREA